chlorotetrasiloxane Cl[SiH2]O[SiH2]O[SiH2]O[SiH3]